5-(2,4-dihydroxybenzylidene)-1-ethyl-3-phenyl-2-selenoxoimidazolidin-4-one OC1=C(C=C2C(N(C(N2CC)=[Se])C2=CC=CC=C2)=O)C=CC(=C1)O